1,10-diamino-4,7-diazadecane NCCCNCCNCCCN